C(C)(C)(C)OC(=O)N1[C@@H](COCC1)C=1C=C(C=C2CCN(CC12)C(=O)N1C2COCC1CC2)B2OC(C(O2)(C)C)(C)C (3R)-3-(2-(3-oxa-8-azabicyclo[3.2.1]octane-8-carbonyl)-6-(4,4,5,5-Tetramethyl-1,3,2-dioxaborolan-2-yl)-1,2,3,4-tetrahydroisoquinolin-8-yl)morpholine-4-carboxylic acid tertButyl ester